N-caffeoyl-cysteine methyl ester COC([C@@H](NC(\C=C\C1=CC(O)=C(O)C=C1)=O)CS)=O